5-(1-(3,3-difluorocyclobutyl)-1H-benzo[d][1,2,3]triazol-6-yl)-6-fluoro-N-((3R,4S)-3-fluoro-1-methylpiperidin-4-yl)-4-methoxypyrrolo[2,1-f][1,2,4]triazin-2-amine FC1(CC(C1)N1N=NC2=C1C=C(C=C2)C=2C(=CN1N=C(N=C(C12)OC)N[C@@H]1[C@@H](CN(CC1)C)F)F)F